2-(2-((5-(3-(aminomethyl)phenyl)benzofuran-3-yl)methoxy)phenyl)acetic acid NCC=1C=C(C=CC1)C=1C=CC2=C(C(=CO2)COC2=C(C=CC=C2)CC(=O)O)C1